C(C)(=O)SC1CC(C1)NC(=O)OC(C)(C)C S-((1r,3r)-3-((tert-butoxycarbonyl) amino) cyclobutyl) thioacetate